NC=1C=2N(C3=CC(=C(C=C3N1)F)C(=O)N(C(C)C)CC1=C(C=C(C=C1)C=1C=NN(C1)C1=CC=CC=C1)F)C=NC2 4-amino-7-fluoro-N-(2-fluoro-4-(1-phenyl-1H-pyrazol-4-yl)benzyl)-N-isopropylimidazo[1,5-a]quinoxaline-8-carboxamide